5-Chloro-2-fluoro-4-(6-isopropoxypyridin-3-yl)aniline ClC=1C(=CC(=C(N)C1)F)C=1C=NC(=CC1)OC(C)C